7-bromo-6-nitrobenzo[d]oxazole-4-sulfonamide BrC=1C(=CC(=C2N=COC21)S(=O)(=O)N)[N+](=O)[O-]